2,4-bis(isopropylamino)-6-methylthio-s-triazine C(C)(C)NC1=NC(=NC(=N1)NC(C)C)SC